ClCC[C@@H](CCCCC(=O)O)O (R)-8-chloro-6-hydroxyoctanoic acid